OC(C(=O)[O-])(C)C.[Ag+] Silver α-hydroxyisobutyrate